NC=1C2=C(N=CN1)N(C(=C2C2=CC=C(C=C2)OC2=NC(=CC=C2)C)C2C1COCC(C2)N1C(C=C)=O)C 1-(6-(4-amino-7-methyl-5-(4-((6-methylpyridin-2-yl)oxy)phenyl)-7H-pyrrolo[2,3-d]pyrimidin-6-yl)-3-oxa-8-azabicyclo[3.2.1]octan-8-yl)prop-2-en-1-one